1-(5-amino-1,2,4-triazin-3-yl)-3-fluoro-3-methylpiperidin-4-ol NC=1N=C(N=NC1)N1CC(C(CC1)O)(C)F